C(CCCCCCCCCCC=O)=O dodecan-dial